(trans)-3-(4-nitro-1H-imidazol-1-yl)cyclobutanol [N+](=O)([O-])C=1N=CN(C1)[C@@H]1C[C@H](C1)O